IC[C@H]1C[C@H]([C@H]2[C@@H]1OC(O2)(C)C)N2C=CC1=C2N=CN=C1Cl 7-[(3aS,4R,6S,6aR)-6-(iodomethyl)-2,2-dimethyl-4,5,6,6a-tetrahydro-3aH-cyclopenta[d][1,3]dioxol-4-yl]-4-chloropyrrolo[2,3-d]pyrimidine